F[C@@H]1[C@H]([C@H](NC1=O)COC1=NC=CC2=CC(=C(C=C12)OC(C)C)C(=O)N)C 1-{[(2s,3s,4r)-4-fluoro-3-methyl-5-oxopyrrolidin-2-yl]methoxy}-7-(prop-2-yloxy)isoquinoline-6-carboxamide